mono3-buten-1-ol maleate C(\C=C/C(=O)O)(=O)O.C(CC=C)O